1H-1,2,3-triazole-1-acetate N1(N=NC=C1)CC(=O)[O-]